(2S)-1-methyl-2-(2-methylpyridin-3-yl)pyrrolidin-1-ium lactate C(C(O)C)(=O)[O-].C[NH+]1[C@@H](CCC1)C=1C(=NC=CC1)C